4-{(1S,3S)-3-[5-(2-fluoro-6-methylphenyl)-1,2,4-oxadiazol-3-yl]-2,2-dimethylcyclopropyl}benzenesulfonamide FC1=C(C(=CC=C1)C)C1=NC(=NO1)[C@@H]1C([C@H]1C1=CC=C(C=C1)S(=O)(=O)N)(C)C